ethyl 2-((1-(tert-butoxycarbonyl) piperidin-4-yl) amino)-5-((2-(trimethylsilyl) ethoxy) methyl)-5H-pyrrolo[2,3-b]pyrazine-7-carboxylate C(C)(C)(C)OC(=O)N1CCC(CC1)NC=1N=C2C(=NC1)N(C=C2C(=O)OCC)COCC[Si](C)(C)C